COC=1C=C(C=CC1OC)C1=CC=NC=2N1N=CC2 7-(3,4-dimethoxyphenyl)pyrazolo[1,5-a]pyrimidine